(2-chloroacetyl)-[[(2S)-4-methyl-2-(methylamino)pentanoyl]amino]propanamide ClCC(=O)C(C(=O)N)(C)NC([C@H](CC(C)C)NC)=O